N-(6-CYCLOPROPOXY-1-METHYL-1H-INDAZOL-7-YL)-1-(2-(TRIFLUOROMETHYL)PYRIDIN-4-YL)-1H-PYRAZOLE-4-SULFONAMIDE C1(CC1)OC1=CC=C2C=NN(C2=C1NS(=O)(=O)C=1C=NN(C1)C1=CC(=NC=C1)C(F)(F)F)C